C1(CC1)C(=O)[O-].[K+] potassium cyclopropylcarboxylate